(S)-10-ethyl-2-methyl-7-(6-(3-(piperidin-1-yl)propoxy)pyridin-3-yl)-9,10-dihydro-8-oxa-2,4,10a-triazanaphtho[2,1,8-cde]azulen-1(2H)-one C(C)[C@H]1COC2=C3C4=C(N(C(N14)=O)C)C=NC3=CC=C2C=2C=NC(=CC2)OCCCN2CCCCC2